CC1=CC=C(C=C1)N1C=2C=CC=CC2CC2=CC=CC=C12 10-(4-methylphenyl)-9,10-dihydro-acridine